2-(Phenyl-4-d)morpholin-5,5-d2 C1(=CC=C(C=C1)[2H])C1CNC(CO1)([2H])[2H]